ClC(C1=NC(=NO1)C=1C=NC(=NC1)NC1(CC1)C1=CC=CC=C1)(F)F 5-{5-[chloro(difluoro)methyl]-1,2,4-oxadiazol-3-yl}-N-(1-phenylcyclopropyl)pyrimidin-2-amine